C(C1=CC=CC=C1)OC1=NC(=CC=C1C1=NN(C2=CC(=C(C=C12)F)C=1CCN(CC1)C(=O)OC(C)(C)C)C)OCC1=CC=CC=C1 tert-butyl 4-(3-(2,6-bis(benzyloxy)pyridin-3-yl)-5-fluoro-1-methyl-1H-indazol-6-yl)-3,6-dihydropyridine-1(2H)-carboxylate